3-(2-oxoethyl)-2-azabicyclo[3.1.1]heptane-2-carboxylic acid tert-butyl ester C(C)(C)(C)OC(=O)N1C2CC(CC1CC=O)C2